C(C=C)(=O)OCCC(CCOC(C=C)=O)C 3-methyl-1,5-pentanediol diacrylate